[Cl-].C[N+](CCCC1=CC=CC=C1)(C)CCCCCCCCCCCCCCCC N,N-dimethyl-N-(3-phenylpropyl)hexadecyl-ammonium chloride